[N+](=O)([O-])[O-].C(C#C)[NH3+] Propargylammonium nitrate